1-methylcyclobutane-1-carboxylic acid, sodium salt [Na+].CC1(CCC1)C(=O)[O-]